(2,2-difluorocyclopropyl)methyl 3-{[(2E)-3-(benzenesulfonyl)prop-2-en-1-yl]carbamoyl}-2-oxo-1,2,5,6,7,8-hexahydro-1,6-naphthyridine-6-carboxylate C1(=CC=CC=C1)S(=O)(=O)/C=C/CNC(=O)C=1C(NC=2CCN(CC2C1)C(=O)OCC1C(C1)(F)F)=O